Cl.NC=1C=C(C(=NC1)C1S\C(\SC1)=C(/C#N)\N1C=NC=C1)Cl (E)-2-[4-(5-Amino-3-chloropyridin-2-yl)-1,3-dithiolan-2-ylidene]-2-(1H-imidazol-1-yl)acetonitrile hydrochloride